C1C(CC2=CC=CC=C12)C1=C(C(=CC=C1)N)N (2,3-dihydro-1H-inden-2-yl)benzene-1,2-diamine